(E)-2-(4-(bis(2-chloroethyl)amino)benzylidene)-5,8-dimethoxy-3,4-dihydronaphthalen-1(2H)-one ClCCN(C1=CC=C(\C=C/2\C(C3=C(C=CC(=C3CC2)OC)OC)=O)C=C1)CCCl